C(C)NC1=C2C(=NC=3C=C(C(=CC13)OC(F)(F)F)OCCCN1CCCC1)CCC2 N-ethyl-6-[3-(pyrrolidin-1-yl)propoxy]-7-(trifluoromethoxy)-1H,2H,3H-cyclopenta[b]quinolin-9-amine